(4S)-1-[3-(difluoromethoxymethyl)cyclobutyl]-5,5-difluoro-3-(trifluoromethyl)-4,6-dihydrocyclopenta[c]pyrazol-4-ol FC(OCC1CC(C1)N1N=C(C2=C1CC([C@H]2O)(F)F)C(F)(F)F)F